C(#N)C1=CC=C(C=C1)C=1C(=CC(=CC1)CCCCC)C1=CC=CC=C1 4-cyano-4'-n-pentyl-terphenyl